N1=CC=C(C=C1)/C(=C(\C)/C=1C=C(C=CC1)C1=NC=CC=C1)/C (E)-2-(3-(3-(4-pyridyl)but-2-en-2-yl)phenyl)pyridine